C(C1=CC=CC=C1)OC1=CC=CC2=C1C(=C(S2)C)C(=O)NC2CN(CC2)C (benzyloxy)-2-methyl-N-(1-methylpyrrolidin-3-yl)-1-benzothiophene-3-carboxamide